ClC=1C=C2C(=CN(C2=CC1)CC1COC1)C1CCN(CC1)C(=O)N1C[C@@H]2[C@@H](OCC(N2)=O)CC1 (-)-cis-6-(4-(5-Chloro-1-(oxetan-3-ylmethyl)-1H-indol-3-yl)piperidine-1-carbonyl)hexahydro-2H-pyrido[4,3-b][1,4]oxazin-3(4H)-one